FC1=C(C=CC(=C1)F)CNC 1-(2,4-difluorophenyl)-N-methyl-methanamine